4-(benzyloxy)-2-((2R,3S,4S,5R)-3-(3,4-difluoro-2-methoxyphenyl)-4,5-dimethyl-5-(trifluoromethyl)tetrahydrofuran-2-yl)-1,6-naphthyridine C(C1=CC=CC=C1)OC1=CC(=NC2=CC=NC=C12)[C@@H]1O[C@]([C@H]([C@H]1C1=C(C(=C(C=C1)F)F)OC)C)(C(F)(F)F)C